C1(=CC=CC2=CC=CC=C12)/C=C/C(=O)NC(CN1N=CN=C1)C1=CC=CC=C1 (E)-3-(naphthalen-1-yl)-N-(1-phenyl-2-(1H-1,2,4-triazol-1-yl)ethyl)acrylamide